(2R,4S)-2-(cyano-methyl)-4-hydroxypiperidine-1-carboxylic acid tert-butyl ester C(C)(C)(C)OC(=O)N1[C@@H](C[C@H](CC1)O)CC#N